Methyl-(S)-1-(bis(4-fluorophenyl)methyl)-4-(6-cyano-1-methyl-2-oxo-1,2-dihydro-1,5-naphthyridin-4-yl)piperazin-2-carboxylat COC(=O)[C@H]1N(CCN(C1)C1=CC(N(C2=CC=C(N=C12)C#N)C)=O)C(C1=CC=C(C=C1)F)C1=CC=C(C=C1)F